FC=1C(=NC(=NC1)N[C@H]1[C@@H](COCC1)O)C1=C2OCC(N3C(=NC(C(=C1)F)=C32)C)C (3S,4R)-4-((5-Fluoro-4-(8-fluoro-2,3-dimethyl-3,4-dihydro-5-oxa-1,2a-diazaacenaphthylen-6-yl)pyrimidin-2-yl)amino)tetrahydro-2H-pyran-3-ol